C(C)(C)(C)C=1C=C(CN(C(CN(S(=O)(=O)C2=C(C(=C(C(=C2F)F)F)F)F)CC2=C(C=CC=C2)F)=O)C2=C(C=C(C(=O)O)C=C2)N(S(=O)(=O)C)C)C=C(C1)C1CC1 4-(N-(3-(tert-butyl)-5-cyclopropylbenzyl)-2-(N-(2-fluorobenzyl)-(2,3,4,5,6-pentafluoro-phenyl)sulfonamido)acetamido)-3-(N-methylmethylsulfonamido)benzoic acid